2',3',5'-O-trisTBDMS-guanosine [Si](C)(C)(C(C)(C)C)[C@@]1([C@@H](O[C@@H]([C@]1(O)[Si](C)(C)C(C)(C)C)CO[Si](C)(C)C(C)(C)C)N1C=NC=2C(=O)NC(N)=NC12)O